C=CC(=O)OCCN1CCOCC1 2-N-morpholinoethyl acrylate